6,7-dichloro-3-(oxetan-3-ylmethyl)-4,9-dihydro-1H-pyrrolo[3,2-h][2,1,3]benzothiadiazine 2,2-dioxide ClC=1C2=C(C3=C(CN(S(N3)(=O)=O)CC3COC3)C1)NC=C2Cl